Cl.NC=1C=NN(C1)C=1C=2N(C=C(C1)OCC(C)(C)O)N=CC2C#N 4-(4-amino-1H-pyrazol-1-yl)-6-(2-hydroxy-2-methylpropoxy)pyrazolo[1,5-a]Pyridine-3-carbonitrile hydrochloride